COC(C)C1(CCC1)C(=O)OCC1=CC=CC=C1 Benzyl 1-(1-methoxyethyl)cyclobutane-1-carboxylate